[2-(2-methoxyphenyl)-1-methylpyrrolo[2,3-c]pyridin-5-yl]-1,1-diphenylmethanimine COC1=C(C=CC=C1)C1=CC=2C(=CN=C(C2)N=C(C2=CC=CC=C2)C2=CC=CC=C2)N1C